di-n-butyl peroxy dicarbonate C(OCCCC)(OOOOC(OCCCC)=O)=O